N1=CC=NC2=CC(=CC=C12)/C=C/C(=O)C1=CC=C(C=C1)C1=CC=C(C=C1)C(F)(F)F (E)-3-(quinoxalin-6-yl)-1-(4'-(trifluoromethyl)-[1,1'-biphenyl]-4-yl)prop-2-en-1-one